1-(6,7-dihydro-5H-benzo[6,7]cyclohepta[1,2-c]pyridazin-3-yl)-N3-(7-((bicyclo[2.2.1]heptan-2-yl)(methyl)amino)6,7,8,9-tetrahydro-5H-benzo[7]annulene-2-yl)-1H-1,2,4-triazole-3,5-diamine N1=NC(=CC2=C1C1=C(CCC2)C=CC=C1)N1N=C(N=C1N)NC=1C=CC2=C(CCC(CC2)N(C)C2C3CCC(C2)C3)C1